FC1=C(C=CC=C1)NC(=O)NC(CN1CCOCC1)=O N-((2-fluorophenyl)carbamoyl)-2-morpholinylacetamide